ClC=1C=C(C=CC1)CNC(=O)C1C[C@H]2CC[C@@H](C1)N2 (1R,3S,5S)-N-[(3-chlorophenyl)methyl]-8-azabicyclo[3.2.1]Octane-3-carboxamide